[2-(3-bromo-5-methanesulfonylphenoxy)ethoxy](tert-butyl)dimethylsilane methyl-3-(3-bromopropoxy)-2-(3-iodophenyl)-2-methylpropanoate COC(C(COCCCBr)(C)C1=CC(=CC=C1)I)=O.BrC=1C=C(OCCO[Si](C)(C)C(C)(C)C)C=C(C1)S(=O)(=O)C